[Sn].[Ga].[Zn] zinc gallium tin